NC(CC(=O)O)C(NC(C(=O)OC)CCC(C)C)=O 3-amino-3-[(1-methoxy-5-methyl-1-oxohex-2-yl)carbamoyl]propionic acid